(R)-N-((R)-1-(2-bromo-4-(trifluoromethyl)phenyl)but-3-en-1-yl)-2-methylpropane-2-sulfinamide BrC1=C(C=CC(=C1)C(F)(F)F)[C@@H](CC=C)N[S@](=O)C(C)(C)C